4-(5-fluoro-4-hydroxypyrimidin-2-yl)cyclohex-3-ene FC=1C(=NC(=NC1)C1=CCCCC1)O